5-(trifluoromethyl)-1,4-oxazepane hydrochloride Cl.FC(C1NCCOCC1)(F)F